2,2,3,3-Tetrafluoropropyl trifluoromethyl ether FC(F)(F)OCC(C(F)F)(F)F